4-((5-(trifluoromethoxy)-2,3-dihydro-1H-inden-2-yl)oxy)-1H-1,2,3-triazole-5-carboxylic acid FC(OC=1C=C2CC(CC2=CC1)OC=1N=NNC1C(=O)O)(F)F